CN1CC=2N(CC1)N=CC2B2OC(C)(C)C(C)(C)O2 5-methyl-4,5,6,7-tetrahydropyrazolo[1,5-a]pyrazine-3-boronic acid pinacol ester